4-Bromo-3-(hydroxymethyl)-5-((2-(trimethylsilyl)ethoxy)methoxy)benzonitrile BrC1=C(C=C(C#N)C=C1OCOCC[Si](C)(C)C)CO